2-amino-[1,1'-biphenyl]-4-carboxylic acid chloride NC1=C(C=CC(=C1)C(=O)Cl)C1=CC=CC=C1